3-(2-methoxyethoxy)propan-1-ol COCCOCCCO